P(=S)(SCCC)(SCCC)OCCC tripropyl trithiophosphate